ClC1=CC(=NC(=C1)C(F)(F)F)[C@@]1(CC(=NO1)C1=CC(=C(C(=O)N[C@@H]2C[C@@H](C2)C(F)(F)F)C=C1)C)C(F)(F)F |o1:11| 4-((S*)-5-(4-chloro-6-(trifluoromethyl)pyridin-2-yl)-5-(trifluoromethyl)-4,5-dihydroisoxazol-3-yl)-2-methyl-N-((cis)-3-(trifluoromethyl)cyclobutyl)benzamide